FC(O[C@H]1C[C@H](CCC1)N1N=C(C2=C1CC([C@H]2O)(F)F)C(F)(F)F)F (4S)-1-[(1S,3R)-3-(difluoromethoxy)cyclohexyl]-5,5-difluoro-3-(trifluoromethyl)-1H,4H,5H,6H-cyclopenta[c]pyrazol-4-ol